eicosane-4,7-diol CCCC(CCC(CCCCCCCCCCCCC)O)O